ClC1=NC=CC(=C1)C1=C(C=CC(=C1)[N+](=O)[O-])C 2-chloro-4-(2-methyl-5-nitrophenyl)pyridine